Cl.COC1=CC=C(C=C1)C1=NOC(=N1)N1CCN(CC1)C(=O)NCC1CNCC1 4-(3-(4-Methoxyphenyl)-1,2,4-oxadiazol-5-yl)-N-(pyrrolidin-3-ylmethyl)piperazine-1-carboxamide hydrochloride